3-(2-acetamido-ethyl)-1H-indol-7-yl butyrate C(CCC)(=O)OC=1C=CC=C2C(=CNC12)CCNC(C)=O